1-(1-(2-(2,6-dioxopiperidin-3-yl)-1,3-dioxoisoindoline-5-yl)piperidin-4-yl)azepine O=C1NC(CCC1N1C(C2=CC=C(C=C2C1=O)N1CCC(CC1)N1C=CC=CC=C1)=O)=O